NC1=NC2=CC=C(C=C2C=C1C)C(=O)NNC 2-amino-N',3-dimethylquinoline-6-hydrazide